CS(=O)(=O)OCC(F)(F)C1=CC(=CC=C1)N1C(=CC2=CC=C(C=C12)OC(F)(F)F)C(N)=O 2-(3-(2-carbamoyl-6-(trifluoromethoxy)-1H-indol-1-yl)phenyl)-2,2-difluoroethyl methanesulfonate